NC=1CC(=CC2=C(N1)C=C(S2)CC2CCNCC2)C(=O)N(CCCNC(OC2CCC2)=O)CCC cyclobutyl N-[3-[[5-amino-2-(4-piperidylmethyl)-6H-thieno[3,2-b]azepine-7-carbonyl]-propyl-amino]propyl]carbamate